4-amino-3,6-dichloro-2-pyridinecarboxylic acid NC1=C(C(=NC(=C1)Cl)C(=O)O)Cl